NCCCNC(C1=CC=C(C=C1)NC1=NC2=CC=CC=C2C(=N1)NC1=NNC(=C1)C1CC1)=O N-(3-aminopropyl)-4-((4-((5-cyclopropyl-1H-pyrazol-3-yl)amino)quinazolin-2-yl)amino)benzamide